N-ethyl-isopropylamine C(C)NC(C)C